N-(4-(6-chloro-3-methylpyrazin-2-yl)phenyl)-2-(2-(cyclopropanesulphonylamino)thiazol-4-yl)-2-methylpropanamide ClC1=CN=C(C(=N1)C1=CC=C(C=C1)NC(C(C)(C)C=1N=C(SC1)NS(=O)(=O)C1CC1)=O)C